[Co+2].[N+](=O)([O-])[O-].C(CCCCC)=N.[N+](=O)([O-])[O-] hexaanimine nitrate cobalt